9-bromo-10-(naphthalen-2-yl-d7)anthracene BrC=1C2=CC=CC=C2C(=C2C=CC=CC12)C1=C(C2=C(C(=C(C(=C2C(=C1[2H])[2H])[2H])[2H])[2H])[2H])[2H]